FC=1C=CC2=C(CCO2)C1CNC1=NC=C(C=2N1C=NN2)C=2C=CC=1N(C2)C=CN1 N-((5-fluoro-2,3-dihydrobenzofuran-4-yl)methyl)-8-(imidazo[1,2-a]pyridin-6-yl)-[1,2,4]triazolo[4,3-c]pyrimidin-5-amine